ClC1=C(OC(C(=O)O)(C)C)C(=CC(=C1)CN1N=CN(C1=O)C1=CC=C(C=C1)OC(F)(F)F)F 2-(2-chloro-6-fluoro-4-((5-oxo-4-(4-(trifluoromethoxy)phenyl)-4,5-dihydro-1H-1,2,4-triazol-1-yl)methyl)phenoxy)-2-methylpropanoic acid